1-((4-hydroxy-1-((R)-3-phenylbutyryl)piperidin-4-yl)methyl)-5-((S)-2-methylpyrrolidine-1-carbonyl)-4-phenylpyridin-2(1H)-one OC1(CCN(CC1)C(C[C@@H](C)C1=CC=CC=C1)=O)CN1C(C=C(C(=C1)C(=O)N1[C@H](CCC1)C)C1=CC=CC=C1)=O